(6S,7S)-6-((2-fluoro-[1,1'-biphenyl]-3-yl)methyl)-7-(methylsulfonamido)-N-(((S)-oxetan-2-yl)methyl)-5-azaspiro[2.4]heptane-5-carboxamide FC1=C(C=CC=C1C[C@@H]1N(CC2(CC2)[C@@H]1NS(=O)(=O)C)C(=O)NC[C@H]1OCC1)C1=CC=CC=C1